4-[[2-(4-tert-butyl-2-fluoro-5-hydroxy-phenyl)acetyl]amino]-N-[1-(trifluoromethyl)cyclopropyl]pyridine-2-carboxamide C(C)(C)(C)C1=CC(=C(C=C1O)CC(=O)NC1=CC(=NC=C1)C(=O)NC1(CC1)C(F)(F)F)F